NC1=NC=2C=CC(=CC2C2=C1C=NN2C)C(=O)N2C(C1=C(CC2)SC=C1)C1=NC=C(C=C1)C(F)(F)F (4-amino-1-methyl-1H-pyrazolo[4,3-c]quinolin-8-yl)(4-(5-(trifluoromethyl)pyridin-2-yl)-6,7-dihydrothieno[3,2-c]pyridin-5(4H)-yl)methanone